CN(OC)C(C[C@@H](CO[Si](C(C)(C)C)(C1=CC=CC=C1)C1=CC=CC=C1)NC(OC(C)(C)C)=O)=O tert-butyl (S)-(3,10,10-trimethyl-4-oxo-9,9-diphenyl-2,8-dioxa-3-aza-9-silaundecan-6-yl)carbamate